isoheneicosyl acrylate C(C=C)(=O)OCCCCCCCCCCCCCCCCCCC(C)C